tert-Butyl (3S,4R)-3-hydroxy-4-[4-[4-methoxy-3-(trifluoromethyl)pyrazolo[1,5-a]pyridin-6-yl]-5-methyl-triazol-1-yl]piperidine-1-carboxylate O[C@H]1CN(CC[C@H]1N1N=NC(=C1C)C=1C=C(C=2N(C1)N=CC2C(F)(F)F)OC)C(=O)OC(C)(C)C